FC(OC1=NC2=C(C=C(C=C2C=N1)C)C=1SC2=C(N1)C=CC(=C2)OC)F 2-(2-(difluoromethoxy)-6-methylquinazolin-8-yl)-6-methoxybenzothiazole